C(C)OC(C(C(Br)C1=C(C=CC=C1)Br)Br)=O 3-(2-Bromophenyl)-2,3-dibromopropionic acid ethyl ester